COC1=NC(=CC=C1CO)C=1C=NNC1 (2-methoxy-6-(1H-pyrazol-4-yl)pyridin-3-yl)methanol